6-methoxy-1-methyl-3,4-dihydro-β-carboline COC=1C=C2C=3CCN=C(C3NC2=CC1)C